OC(C[N+](C)(C)C(CO)C)C (2-hydroxypropyl)-(1-methyl-2-hydroxyethyl)-dimethylammonium